NC[C@H](CC(=O)O)C[C@@H](CCOC1=CC=C(C=C1)Cl)C (3s,5s)-3-aminomethyl-7-(4-chloro-phenoxy)-5-methyl-heptanoic acid